LITHIUM SULFUR 6-(cyclopropanecarboxamido)-4-((2,5-dimethyl-4,5-dihydro-2H-[1,2,3]triazolo[4,5-c]quinolin-6-yl)amino)-N-methylnicotinamide C1(CC1)C(=O)NC1=NC=C(C(=O)NC)C(=C1)NC1=CC=CC=2C=3C(CN(C12)C)=NN(N3)C.[S].[Li]